mono-t-amyl-hydroquinone C(C)(C)(CC)C1=C(O)C=CC(=C1)O